(S)-2-fluoro-4-(1-(1-methyl-1H-indazol-5-yl)-3-((quinuclidin-3-ylmethyl)-amino)-1H-pyrazol-5-yl)benzonitrile FC1=C(C#N)C=CC(=C1)C1=CC(=NN1C=1C=C2C=NN(C2=CC1)C)NC[C@H]1CN2CCC1CC2